BrC=1C(=C2COC(C2=CC1)=O)OC[C@@H]1N(CCN(C1)C(=O)OC(C)(C)C)C(=O)OCC1C2=CC=CC=C2C=2C=CC=CC12 1-((9H-fluoren-9-yl)methyl) 4-(tert-butyl) (R)-2-(((5-Bromo-1-oxo-1,3-dihydroisobenzofuran-4-yl)oxy)methyl)piperazine-1,4-dicarboxylate